CN1C[C@@H]([C@H](CC1)NC(=O)C1=CC(=CC=2N(C=NC21)CC(F)(F)F)C#CCNC(C2=CC=C(C=C2)OC)=O)C N-[(3S,4S)-1,3-dimethyl-4-piperidyl]-6-[3-[(4-methoxybenzoyl)amino]prop-1-ynyl]-1-(2,2,2-trifluoroethyl)benzimidazole-4-carboxamide